ClC1=CC=C2C(=CNC2=C1)S(=O)(=O)NC1=NC(=CC=C1F)F 6-chloro-N-(3,6-difluoropyridin-2-yl)-1H-indole-3-sulfonamide